7-(2,2,2-trifluoroethyl)-7,8,9,10-tetrahydro-3H-cyclohepta[e]indazol-6-one FC(CC1C(C2=C(C=3C=NNC3C=C2)CCC1)=O)(F)F